sodium 3,3'-[(((1E,1'E)-(2-oxocyclopentane-1,3-diylidene)bis(methanylylidene)) bis(4,1-phenylene)) bis(methylazanediyl)]dipropanoate O=C\1\C(\CC/C1=C\C1=CC=C(C=C1)N(C)CCC(=O)[O-])=C\C1=CC=C(C=C1)N(C)CCC(=O)[O-].[Na+].[Na+]